N-[2-(4-formylcyclohexyl)-6-methoxy-3-methyl-benzimidazol-5-yl]-6-(trifluoromethyl)pyridine-2-carboxamide C(=O)C1CCC(CC1)C=1N(C2=C(N1)C=C(C(=C2)NC(=O)C2=NC(=CC=C2)C(F)(F)F)OC)C